BrC=1C(=NC=C(C1)C(C)OC)NCC1=C(C=C(C=C1)OC)OC 3-bromo-N-(2,4-dimethoxybenzyl)-5-(1-methoxyethyl)pyridin-2-amine